3-hydroxy-3-methylbutyric acid isopropyl ester C(C)(C)OC(CC(C)(C)O)=O